FC=1C=C(C=CC1N1CCC(CC1)N1C(CC2=CC=CC=C12)=O)C1(NNC(=N1)N)N 3-(3-fluoro-4-(4-(indolin-2-on-1-yl)piperidin-1-yl)phenyl)-1H-1,2,4-triazole-3,5-diamine